1-nitro-3-m-chlorophenyl-4,5-dihydro-2H-benzo[e]isoindole-5-ol [N+](=O)([O-])C=1NC(=C2CC(C3=C(C12)C=CC=C3)O)C3=CC(=CC=C3)Cl